FC1=C(C=C(C=C1)O)C(=O)N1CC2(C1)CC(C2)N2N=C(C(=C2)C)C2=C(C=CC=C2)C (2-fluoro-5-hydroxyphenyl){6-[4-methyl-3-(o-tolyl)-1-pyrazolyl]-2-aza-2-spiro[3.3]heptyl}methanone